2-(3-Methanesulfonylphenyl)-5-nitrothiophene CS(=O)(=O)C=1C=C(C=CC1)C=1SC(=CC1)[N+](=O)[O-]